N-(7-(difluoromethoxy)-1H-indazol-3-yl)-3,4-difluorobenzamide FC(OC=1C=CC=C2C(=NNC12)NC(C1=CC(=C(C=C1)F)F)=O)F